1-methyl-4-((4-methylpent-3-en-1-yl)oxy)benzene CC1=CC=C(C=C1)OCCC=C(C)C